4-(3-Bromo-1-tosyl-1H-indol-7-yl)morpholin-3-one BrC1=CN(C2=C(C=CC=C12)N1C(COCC1)=O)S(=O)(=O)C1=CC=C(C)C=C1